(5-isopropyl-1H-pyrazol-3-yl)[(1R,5S,6r)-6-(4-oxa-5-azaspiro[2.4]hept-5-en-6-yl)-3-azabicyclo[3.1.0]hex-3-yl]methanone C(C)(C)C1=CC(=NN1)C(=O)N1C[C@H]2C([C@H]2C1)C1=NOC2(CC2)C1